cyclopropyl-5-((dimethylamino)methyl)-N,N-bis(4-methoxybenzyl)-1H-pyrazole-3-sulfonamide C1(CC1)N1N=C(C=C1CN(C)C)S(=O)(=O)N(CC1=CC=C(C=C1)OC)CC1=CC=C(C=C1)OC